(2-propenoyl-1,2,3,4-tetrahydroisoquinolin-5-yl)-3-chloro-5-fluoro-2-methyl-1H-indole-7-carboxamide C(C=C)(=O)N1CC2=CC=CC(=C2CC1)N1C(=C(C2=CC(=CC(=C12)C(=O)N)F)Cl)C